N-((5-chloro-6-((5-methylisoxazol-3-yl)methoxy)-1H-indol-2-yl)methyl)-1-methylcyclopropane-1-carboxamide ClC=1C=C2C=C(NC2=CC1OCC1=NOC(=C1)C)CNC(=O)C1(CC1)C